(1-hydroxyethyl)-[1,1'-biphenyl]-2-ol OC(C)C1=C(C(=CC=C1)C1=CC=CC=C1)O